(2R,4R)-4-{[5-(2-Chloro-benzoylamino)-2H-pyrazole-3-carbonyl]-amino}-5-(3'-chloro-biphenyl-4-yl)-2-hydroxy-pentanoic acid ethyl ester C(C)OC([C@@H](C[C@@H](CC1=CC=C(C=C1)C1=CC(=CC=C1)Cl)NC(=O)C=1NN=C(C1)NC(C1=C(C=CC=C1)Cl)=O)O)=O